Bisdimethoxymethylsilylethane COC(OC)[SiH](C(OC)OC)CC